ClC1=CC(=NC2=CC=CC(=C12)CC)N(CC1=CC=C(C=C1)OC)CC1=CC=C(C=C1)OC 4-chloro-5-ethyl-N,N-bis(4-methoxybenzyl)quinolin-2-amine